C(=O)C1C2(CN(C2)C(=O)OC(C)(C)C)CC1 tert-butyl 5-formyl-2-azaspiro[3.3]heptane-2-carboxylate